NC1=NC2=CC(=C(C=C2C(=N1)N1CCN(CC1)C(C=C)=O)Cl)C1=C2C=NNC2=CC=C1C 1-(4-(2-amino-6-chloro-7-(5-methyl-1H-indazol-4-yl)quinazolin-4-yl)piperazin-1-yl)prop-2-en-1-one